COC=1C2=C(SC1CNCC[C@]1(CCOC3(CCCC3)C1)C1=NC=CC=C1)C=CC=C2 (R)-N-((3-methoxybenzo[b]thiophen-2-yl)methyl)-2-(9-(pyridin-2-yl)-6-oxaspiro[4.5]decan-9-yl)ethylamine